N,N-dimethyl-2,2-diethoxythioacetamide CN(C(C(OCC)OCC)=S)C